BrC=1C=C2C(=NC1)C(COC2)(O)CC 3-bromo-8-ethyl-5H,7H-pyrano[4,3-b]pyridin-8-ol